C(CO)(=O)[As]([O-])([O-])=O glycolylarsonate